C(C)(C)(C)OC(=O)C=1CCC=2C=CC=CC2C1 Naphthalene-7(5H)-carboxylic acid tert-butyl ester